C(CCCCCCCCCCCCCCCCCCCCCCCCCCCCC)(=O)OCCCCCCCCCCCCCCCCCCCCCCCCCCCCCCCCCC tetratriacontan-1-yl melissate